CC1=C(C(=CC=C1)C)C1=NC(=NC(=C1)OCCC(C)(C)O)NS(=O)(=O)C=1C=NN(C1)C N-[4-(2,6-dimethylphenyl)-6-(3-hydroxy-3-methyl-butoxy)pyrimidin-2-yl]-1-methyl-pyrazole-4-sulfonamide